bis(trimethylstannyl)selenide C[Sn](C)(C)[Se][Sn](C)(C)C